6-(4-hydroxy-3-methyl-5-t-butylanilino)-2,4-bis-octylthio-1,3,5-triazine OC1=C(C=C(NC2=NC(=NC(=N2)SCCCCCCCC)SCCCCCCCC)C=C1C(C)(C)C)C